N-[[3-[4-[4-cyano-2-(4-methyl-1,2,4-triazol-3-yl)phenyl]-6-cyclopropyl-2-pyridyl]-4-oxo-pyrido[1,2-a]pyrimidin-7-yl]methyl]-N-(2-methoxyethyl)carbamate C(#N)C1=CC(=C(C=C1)C1=CC(=NC(=C1)C1CC1)C1=CN=C2N(C1=O)C=C(C=C2)CN(C([O-])=O)CCOC)C2=NN=CN2C